N1=CN=C(C2=C1NC=C2)C=2C=NN(C2)[C@H](CC(=O)O)C2CCCC2 (R)-3-(4-(7H-pyrrolo[2,3-d]pyrimidin-4-yl)-1H-pyrazol-1-yl)-3-cyclopentylpropionic acid